ClC=1N=C(C(=NC1C1=C2C=CNC2=CC=C1)C(=O)N)NC1=CC=C(C=C1)N1CCC(CC1)N1CCN(CC1)C 5-chloro-6-(1H-indol-4-yl)-3-((4-(4-(4-methylpiperazin-1-yl)piperidin-1-yl)phenyl)amino)pyrazine-2-carboxamide